CC1=CC=C(C=C1)C(C1=CC(=CC=2C3=CC(=CC=C3CC12)C)C)(C1C=CC=C1)C1=CC=C(C=C1)C bis(4-methylphenyl)(cyclopentadienyl)(3,6-dimethylfluorenyl)methane